COC=1C=C2C(=CC=NC2=CC1OC)OC1=C(C=C(C=C1)NC1=NN(C=C1C(=O)NC)C)F 3-((4-((6,7-dimethoxyquinolin-4-yl)oxy)-3-fluorophenyl)amino)-N,1-dimethyl-1H-pyrazole-4-carboxamide